FC1(C2=CC=CC=C2C=2C=CC=CC12)C(=O)N1[C@@H]([C@@H]2[C@H](C1)CCC2)C(=O)N[C@H](C[C@H]2C(NCC2)=O)C(CO)=O (1S,3aR,6aS)-2-(9-fluoro-9H-fluorene-9-carbonyl)-N-((R)-4-hydroxy-3-oxo-1-((S)-2-oxopyrrolidin-3-yl)butan-2-yl)octahydrocyclopenta[c]pyrrole-1-carboxamide